C1=CSC=2C1=C1CC(C=NC1=CC2)=O thieno[3,2-f]quinolin-8(9H)-one